BrC=1C=C(C(=C(C1)Cl)OC1=CC(=C(C=C1)OC)S(=O)(=O)C)Cl 5-bromo-1,3-dichloro-2-(4-methoxy-3-methylsulfonyl-phenoxy)benzene